C[C@H]1NC(C2=C(C=3C=4C=CC(=NC4C=CC3S2)C2=C(C=NN2C)C=C)NC1)=O (R)-10-methyl-3-(1-methyl-4-vinyl-1H-pyrazol-5-yl)-9,10,11,12-tetrahydro-8H-[1,4]diazepino[5',6':4,5]thieno[3,2-f]quinolin-8-one